4-(2-(4-fluorobenzyl)-2H-tetrazol-5-yl)-N-(2-hydroxyethyl)benzenesulfonamide FC1=CC=C(CN2N=C(N=N2)C2=CC=C(C=C2)S(=O)(=O)NCCO)C=C1